ClC1=C(C(=CC(=C1)F)[N+](=O)[O-])F 1-chloro-2,5-difluoro-3-nitrobenzene